1-((1S,2S)-2-((benzyloxy)methyl)-1-(5-carbonyl-4,5-dihydro-1,3,4-oxadiazol-2-yl)cyclopropyl)-5-((S)-2,2-dimethyltetrahydro-2H-pyran-4-yl)-1H-indole-2-carboxylic acid C(C1=CC=CC=C1)OC[C@@H]1[C@@](C1)(C=1OC(NN1)=C=O)N1C(=CC2=CC(=CC=C12)[C@@H]1CC(OCC1)(C)C)C(=O)O